2,7-dimethyl-5-[4-methyl-6-(piperazin-1-yl)-1,8-naphthyridin-2-yl]indazol-6-ol CN1N=C2C(=C(C(=CC2=C1)C1=NC2=NC=C(C=C2C(=C1)C)N1CCNCC1)O)C